N-[8-bromo-6-[7-fluoro-2-(oxan-2-yl)indazole-4-carbonyl]quinolin-5-yl]-2-chloroacetamide BrC=1C=C(C(=C2C=CC=NC12)NC(CCl)=O)C(=O)C=1C2=CN(N=C2C(=CC1)F)C1OCCCC1